(6,6'-di-t-butyl-2,2'-thiodi-p-cresol) Dioctadecyl-3,3'-thiodipropionate (dioctyl-3,3'-thiodipropionate) C(CCCCCCC)C(C(=O)O)(CSCCC(=O)O)CCCCCCCC.C(CCCCCCCCCCCCCCCCC)C(C(=O)O)(CSCCC(=O)O)CCCCCCCCCCCCCCCCCC.C(C)(C)(C)C=1C=C(C=C(C1O)SC1=CC(=CC(=C1O)C(C)(C)C)C)C